(4-bromo-3-fluorobenzyl)-2-(1-cyclopropyl-1H-pyrazol-3-yl)-1-(2,6-diethylphenyl)-6-hydroxypyrimidin-4(1H)-one BrC1=C(C=C(CC=2C(N=C(N(C2O)C2=C(C=CC=C2CC)CC)C2=NN(C=C2)C2CC2)=O)C=C1)F